(3-[(3-fluoro-2-methoxyphenyl)amino]-2-{3-[(2S)-morpholin-2-ylmethoxy]pyridin-4-yl}-4-oxo-4,5,6,7-tetrahydro-1H-pyrrolo[3,2-c]pyridin-7-yl)butanal FC=1C(=C(C=CC1)NC1=C(NC2=C1C(NCC2C(C=O)CC)=O)C2=C(C=NC=C2)OC[C@@H]2CNCCO2)OC